6-(N-(9H-fluoren-9-ylmethoxycarbonyl)amino)hexanoic acid C1=CC=CC=2C3=CC=CC=C3C(C12)COC(=O)NCCCCCC(=O)O